C(C)OC1=C(C=C2CCN(C(C2=C1)CCC1=CNC2=CC=C(C=C12)OC)C(=O)N1CCOCC1)OC (7-ethoxy-6-methoxy-1-(2-(5-methoxy-1H-indol-3-yl)ethyl)-3,4-dihydroisoquinolin-2(1H)-yl)(morpholino)methanone